5-(benzyloxy)-1-(1,2-difluoroindeno[1,2-a]inden-4b(9H)-yl)-3-methyl-2,3-dihydro-1H-pyrido[2,1-f][1,2,4]triazine-4,6-dione C(C1=CC=CC=C1)OC=1C(C=CN2N(CN(C(C21)=O)C)C21C(=CC3=C(C(=CC=C23)F)F)CC=2C=CC=CC21)=O